COC1=C2CCCC(C2=CC=C1)NC(=O)C=1C(NC(=CC1)C(F)(F)F)=O N-(5-methoxy-1,2,3,4-tetrahydronaphthalen-1-yl)-2-oxo-6-(trifluoromethyl)-1,2-dihydropyridine-3-carboxamide